1,2-dipalmitoyl-rac-glycero-3-phosphorylcholine C(CCCCCCCCCCCCCCC)(=O)OC[C@@H](OC(CCCCCCCCCCCCCCC)=O)COP(=O)(O)OCC[N+](C)(C)C |r|